O=[Mn]=O.[Li] Lithium Dioxomanganese